ethyl N-acetyl-S-(3-isopropyl-6-methylcyclohex-2-en-1-yl)cysteinate C(C)(=O)N[C@@H](CSC1C=C(CCC1C)C(C)C)C(=O)OCC